2-hydroxy-3-{[7-({2-hydroxy-5-methyl-3-[(2,3,4,5,6-pentahydroxyhexyl)carbamoyl]phenyl}methyl)-1,4,7-triazecan-1-yl]methyl}-5-methyl-N-(2,3,4,5,6-pentahydroxyhexyl)benzamide OC1=C(C(=O)NCC(C(C(C(CO)O)O)O)O)C=C(C=C1CN1CCNCCN(CCC1)CC1=C(C(=CC(=C1)C)C(NCC(C(C(C(CO)O)O)O)O)=O)O)C